N,N-dimethylaminocrotonic acid CN(C)/C(/C(=O)O)=C\C